SCCOCCS di(mercaptoethyl) ether